6-bromo-N-[5-(cyanomethoxy)-4,6-dimethoxy-pyrimidin-2-yl]-1H-pyrrolo[2,3-b]pyridine BrC1=CC=C2C(=N1)N(C=C2)C2=NC(=C(C(=N2)OC)OCC#N)OC